OC(=O)C(F)(F)F.ONC(=O)C=1C=NC(=NC1)N1CCC(CC1)CNC1C(C1)C1=CC=C(C=C1)OC N-hydroxy-2-(4-(((2-(4-methoxyphenyl)cyclopropyl)amino)methyl)piperidin-1-yl)pyrimidine-5-carboxamide TFA salt